5-(4-(difluoromethoxy)phenyl)-3-((2-((2R,6S)-2,6-dimethylmorpholino)-5-fluoropyrimidin-4-yl)amino)pyridin-2(1H)-one FC(OC1=CC=C(C=C1)C=1C=C(C(NC1)=O)NC1=NC(=NC=C1F)N1C[C@H](O[C@H](C1)C)C)F